Cl.C(C)(C)(C)OC([C@@H](N)CCC(=O)OC(C)(C)C)=O L-glutamic acid diTert-butyl ester hydrochloride